N1N=C(C2=C1COC2)C(=O)O 4,6-dihydro-1H-furo[3,4-c]pyrazole-3-carboxylic acid